tert-butyl (S)-2-cyclopentyl-6-(((6-(1-(4-fluorobenzyl)-1H-pyrazole-4-carbonyl)-2-(3,3,3-trifluoro-2,2-dimethylpropanoyl)-2,6-diazaspiro[3.4]octan-8-yl)methoxy)methyl)benzoate C1(CCCC1)C1=C(C(=O)OC(C)(C)C)C(=CC=C1)COC[C@@H]1CN(CC12CN(C2)C(C(C(F)(F)F)(C)C)=O)C(=O)C=2C=NN(C2)CC2=CC=C(C=C2)F